6-(morpholine-4-carbonyl)-2-oxoindole N1(CCOCC1)C(=O)C=1C=CC2=CC(N=C2C1)=O